1-amino-benzotriazole NN1N=NC2=C1C=CC=C2